2-(methyl((9Z,12Z)-octadeca-9,12-dien-1-yl)amino)ethane-1-thiol CN(CCS)CCCCCCCC\C=C/C\C=C/CCCCC